5-(4-hydroxybutyl)-2-furaldehyde OCCCCC1=CC=C(O1)C=O